ethyl 1-(2-hydroxyethyl)-1H-imidazole-4-carboxylate OCCN1C=NC(=C1)C(=O)OCC